P(=O)(O)(O)OCCCCCCNC(=O)OCC1C2=CC=CC=C2C2=CC=CC=C12 6-(Fmoc-amino)-1-hexanol monophosphate